OC1CC(CC1)NC(=O)OCC1=CC=CC=C1 benzyl [(3-hydroxycyclopentyl)amino]carboxylate